N-(3,4-methylenedioxyphenyl)-1-(4-(hydroxycarbamoyl)benzyl)-5-methyl-1H-indole-3-carboxamide C1OC=2C=C(C=CC2O1)NC(=O)C1=CN(C2=CC=C(C=C12)C)CC1=CC=C(C=C1)C(NO)=O